BrC1=C(C(=CC(=C1)C(C(F)(F)F)(C(F)(F)F)F)C(F)(F)F)NC(=O)C=1C(=C(C=CC1)N(C(C1=CN=C(C=C1)F)=O)CC1CC1)F N-(3-((2-bromo-4-(perfluoropropan-2-yl)-6-(trifluoromethyl)phenyl)carbamoyl)-2-fluorophenyl)-N-(cyclopropylmethyl)-6-fluoronicotinamide